2-chloro-4-((2-methoxyphenyl)amino)-N-methylpyrimidine-5-carboxamide ClC1=NC=C(C(=N1)NC1=C(C=CC=C1)OC)C(=O)NC